ClC=1C=C(C=CC1F)N1CCC(CC1)C(=O)NCC1=C(C(=C(C=C1)C(F)(F)F)C=1NC(C=C(N1)C(F)(F)F)=O)F 1-(3-chloro-4-fluorophenyl)-N-{2-fluoro-3-[6-oxo-4-(trifluoromethyl)-1,6-dihydropyrimidin-2-yl]-4-(trifluoromethyl)benzyl}piperidine-4-carboxamide